FC1=C(C=CC(=C1)[S@@](=O)C)N1CCN(CC1)C(=O)OC(C)(C)C tert-butyl (S)-4-(2-fluoro-4-(methylsulfinyl)phenyl)piperazine-1-carboxylate